2-(difluoromethyl)-N4-(4-methoxy-5-(1-(pyrrolidin-3-yl)-1H-pyrazol-4-yl)pyridin-2-yl)pyrimidine-4,6-diamine FC(C1=NC(=CC(=N1)NC1=NC=C(C(=C1)OC)C=1C=NN(C1)C1CNCC1)N)F